(1-cyclopropylpiperidin-4-yl)benzamide C1(CC1)N1CCC(CC1)C1=C(C(=O)N)C=CC=C1